3-[(3-Bromophenyl)thio]pyridazine-4-carboxylic acid BrC=1C=C(C=CC1)SC=1N=NC=CC1C(=O)O